C(C(C)C)N(CCCN)CC(C)C 3-(diisobutylamino)propylamine